zinc (3,4-dichlorophenyl) chloride ClC=1C=C(C=CC1Cl)Cl.[Zn]